O1C=CC2=C1C=CC(=C2)S(=O)(=O)N2CC1=C(C2)CN(C1)C(CNS(=O)(=O)C)=O N-(2-(5-(benzofuran-5-ylsulfonyl)-3,4,5,6-tetrahydropyrrolo[3,4-c]pyrrol-2(1H)-yl)-2-oxoethyl)methanesulfonamide